2-anilino-6-chloro-3-phenylpyrido[3,4-d]pyrimidin-4(3H)-one N(C1=CC=CC=C1)C=1N(C(C2=C(N1)C=NC(=C2)Cl)=O)C2=CC=CC=C2